C1=CNC=2C=NC=3C=CC=CC3C21 pyrrolo[2,3-c]quinolin